N1(CCC1)C1=NC(=C(C(=N1)N1CCC1)Br)CCCCCCCCCCCCCC 2,4-Di-(azetidin-1-yl)-5-bromo-6-tetradecylpyrimidine